C(C=C)(=O)N1C(CC(CC1)N1C=NC=2C(=NC=3C(=C(C(=CC3C21)Cl)C2=C(C=CC(=C2)O)C)F)OCC2N(CCC2)C)CC#N 2-(1-acryloyl-4-(8-chloro-6-fluoro-7-(5-hydroxy-2-methylphenyl)-4-((1-methylpyrrolidin-2-yl)methoxy)-1H-imidazo[4,5-c]quinolin-1-yl)piperidin-2-yl)acetonitrile